CN(CCN(C=1C(=CC(=C(C1)OC)NC1=NC=CC(=N1)C1=CN(C2=CC=CC=C12)CC1=C(C(=CC=C1)C1OCCO1)OCC1=CC=C(C=C1)OC)N)C)C N1-[2-(dimethylamino)ethyl]-N4-[4-(1-{[3-(1,3-dioxolan-2-yl)-2-[(4-methoxyphenyl)methoxy]phenyl]methyl}indol-3-yl)pyrimidin-2-yl]-5-methoxy-N1-methylbenzene-1,2,4-triamine